C=CCCCCCCCCC Undec-ene